2-(4-((4-(4-Cyanophenyl)-5-oxo-4,5-dihydro-1H-1,2,4-triazol-1-yl)methyl)-2,6-dimethylphenoxy)-2-methylpropionic acid C(#N)C1=CC=C(C=C1)N1C=NN(C1=O)CC1=CC(=C(OC(C(=O)O)(C)C)C(=C1)C)C